FC(C)(F)C=1C=C(C=CC1)C1=CN=CC(=N1)CNCCC1(CC1)O 1-(2-(((6-(3-(1,1-difluoroethyl)phenyl)pyrazin-2-yl)methyl)amino)ethyl)cyclopropan-1-ol